FC1=CC=C(C=C1)C=1N=C2N(CCN(C2(C)C)CCO)C1NC1=CC=C(C=C1)F 2-(2-(4-fluorophenyl)-3-((4-fluorophenyl)amino)-8,8-dimethyl-5,6-dihydroimidazo[1,2-a]pyrazin-7(8H)-yl)ethan-1-ol